C(C)(C)C1=NOC(=N1)N1CCC(CC1)C(C)OC1=NN2C(S1)=NC(=C2)C2=CC=C(C(=O)N(C)C)C=C2 4-(2-(1-(1-(3-isopropyl-1,2,4-oxadiazol-5-yl)piperidin-4-yl)ethoxy)imidazo[2,1-b][1,3,4]thiadiazol-6-yl)-N,N-dimethylbenzamide